5-((((4R)-4-((3R,10S,13R)-3-Hydroxy-10,13-dimethylhexadecahydro-1H-cyclopenta[a]phenanthren-17-yl)pentanoyl)oxy)methoxy)-5-oxo-2-(phosphonomethyl)pentanoic acid O[C@@H]1CC[C@@]2(C3CC[C@@]4(C(CCC4C3CCC2C1)[C@@H](CCC(=O)OCOC(CCC(C(=O)O)CP(=O)(O)O)=O)C)C)C